C(C)OC(CCC[C@](C(=O)NC=1C=NC(=C(C1)S(=O)(=O)C)C#N)(C)O)=O (5S)-6-[(6-cyano-5-methylsulfonylpyridin-3-yl)amino]-5-hydroxy-5-methyl-6-oxo-hexanoic acid ethyl ester